N-[3-(N,N-dihexylamino)phenyl]propaneamide C(CCCCC)N(CCCCCC)C=1C=C(C=CC1)NC(CC)=O